NC1=CC=CC=2C(C3=CC=CC=C3C(C12)O)=O 4-amino-10-hydroxyanthracen-9(10H)-one